NC=1C(=C(C=CC1)C(=O)C1=NC=C(N=C1Cl)Cl)Cl (3-amino-2-chlorophenyl)(3,5-dichloropyrazin-2-yl)methanone